1-O-octadecyl-2-O-(cyclohexylmethyl)-sn-glycerol C(CCCCCCCCCCCCCCCCC)OC[C@@H](OCC1CCCCC1)CO